ClC(C)OC(=O)ON1C(CC(CC1(CC)CC)C(=O)[O-])(CC)CC 1-(((1-chloroethoxy)carbonyl)oxy)-2,2,6,6-tetraethylpiperidine-4-carboxylate